ClC1=C(C=CC(=C1)Cl)C1=NC(=NC=C1C=1NC(=CN1)C)NCCNC1=NC=CC=C1C#N [[2-[[4-(2,4-Dichlorophenyl)-5-(5-methyl-1H-imidazol-2-yl)-2-pyrimidinyl]amino]ethyl]amino]-3-pyridinecarbonitrile